methyl (E)-3-(3-fluoro-5-((1S,2R,4R)-N-((1-methyl-1H-benzo[f]indazol-8-yl)methyl)bicyclo[2.2.1]heptane-2-carboxamido)phenyl)acrylate FC=1C=C(C=C(C1)N(C(=O)[C@H]1[C@H]2CC[C@@H](C1)C2)CC2=CC=CC=1C=C3C=NN(C3=CC12)C)/C=C/C(=O)OC